4-((5-(7-(aminomethyl)-7-(4-methylthiazol-2-yl)-3-azabicyclo[4.1.0]heptan-3-yl)imidazo[1,2-c]pyrimidin-8-yl)thio)-3-chloropyridin-2-amine NCC1(C2CCN(CC12)C1=NC=C(C=2N1C=CN2)SC2=C(C(=NC=C2)N)Cl)C=2SC=C(N2)C